O=C1N(C(C=C1)=O)CCC(=O)O 3-(2,5-Dioxo-2,5-dihydro-1H-pyrrol-1-yl)propionic acid